1,3,4-trimethyl-6-bromo-2-(2'-aminophenyl)-9H-carbazole CC1=C(C(=C(C=2C3=CC(=CC=C3NC12)Br)C)C)C1=C(C=CC=C1)N